1,3,5-tris(4-t-butyl-3-hydroxy-2,6-dimethylbenzyl)benzene C(C)(C)(C)C1=C(C(=C(CC2=CC(=CC(=C2)CC2=C(C(=C(C=C2C)C(C)(C)C)O)C)CC2=C(C(=C(C=C2C)C(C)(C)C)O)C)C(=C1)C)C)O